C(C)(=O)NC1=CC=C(C=N1)NC(=O)[C@@H]1CC12CCN(CC2)C(=O)OC(C(F)(F)F)C(F)(F)F |o1:13| 1,1,1,3,3,3-hexafluoro-propan-2-yl (R or S)-1-((6-acetamido-pyridin-3-yl)-carbamoyl)-6-azaspiro[2.5]-octane-6-carboxylate